[I-].[Zn+2].[Ag+].[I-].[I-] silver-zinc iodide